4-chloro-6-(2-chlorophenyl)-N-isopropyl-1,3,5-triazin-2-amine ClC1=NC(=NC(=N1)C1=C(C=CC=C1)Cl)NC(C)C